8-azido-N-ethyl-7-fluoro-N-Phenyl-[1,2,4]triazolo[4,3-a]quinazolin-5-amine N(=[N+]=[N-])C1=C(C=C2C(=NC=3N(C2=C1)C=NN3)N(C3=CC=CC=C3)CC)F